Cl.N[C@@H]1[C@@H]([C@@H](CCC1)O)C |r| rac-(1R,2S,3S)-3-amino-2-methylcyclohexan-1-ol hydrochloride